4-(1-(2,2-difluoroethyl)-3-phenyl-1H-pyrazol-4-yl)-7-methoxyquinazolin-6-ol FC(CN1N=C(C(=C1)C1=NC=NC2=CC(=C(C=C12)O)OC)C1=CC=CC=C1)F